C(C)(=O)[C@](C(=O)O)(O)[C@@](O)([C@](O)([C@](O)(C(O)C(C)=O)C(C)=O)C(C)=O)C(C)=O (2r,3s,4r,5r)-2,3,4,5,6-pentaacetylgluconic acid